O.O.O.O.O.[Sn](Cl)(Cl)(Cl)Cl stannic chloride, pentahydrate